O=C1C=CCC1 ketocyclopentene